[Si].[Co].[Cd].[Cu] copper-cadmium-cobalt-silicon